7-((1-(methylsulfonyl)piperidin-4-yl)amino)-2,6-naphthyridin-1-ol CS(=O)(=O)N1CCC(CC1)NC1=NC=C2C=CN=C(C2=C1)O